1-(imidazo[1,5-a]pyridin-5-yl)-3-(3-methoxyphenyl)urea C=1N=CN2C1C=CC=C2NC(=O)NC2=CC(=CC=C2)OC